2-[1-[(4-Methoxyphenyl)methyl]-3-(morpholin-4-ium-4-ylmethyl)indazol-6-yl]acetate COC1=CC=C(C=C1)CN1N=C(C2=CC=C(C=C12)CC(=O)[O-])C[NH+]1CCOCC1